C(=C)C1CCN(CC1)C1=CC=C2C3=C(NC2=C1)N=CNC3=O 7-(4-vinylpiperidin-1-yl)-3,9-dihydro-4H-pyrimido[4,5-b]indol-4-one